2-(3-pyridinyl)benzimidazole N1=CC(=CC=C1)C=1NC2=C(N1)C=CC=C2